C(C=C)(=O)N1CC2(CN(C2)C=2C3=C(NC(N2)=O)N=CC=C3)C1 4-(6-(2-propenoyl)-2,6-diazaspiro[3.3]heptan-2-yl)pyrido[2,3-d]pyrimidin-2(1H)-one